IC1=CN=NN1 5-iodo-1,2,3-triazole